N-(3,4-dihydroxy-5-(4-chlorophenyl)-2-furyl)methanesulfonamide OC1=C(OC(=C1O)C1=CC=C(C=C1)Cl)NS(=O)(=O)C